O1C2=C(OCC1)C=C(C=C2)O[C@H]2C[C@@H](N(CC2)C=2C(=CC=1N(N2)C(C=CN1)=O)C)C 7-((2s,4r)-4-((2,3-dihydrobenzo[b][1,4]dioxin-6-yl)oxy)-2-methylpiperidin-1-yl)-8-methyl-4H-pyrimido[1,2-b]pyridazin-4-one